C1(CC1)NC(C1=C(C=C(C(=C1)C=1C=NN(C1)C1=CN=C2N1C=C(C=C2)[C@H]2CN(CC2)C)C)F)=O N-Cyclopropyl-2-fluoro-4-methyl-5-{1-[6-((S)-1-methyl-pyrrolidin-3-yl)-imidazo[1,2-a]pyridin-3-yl]-1H-pyrazol-4-yl}-benzamide